P(O)(=O)(OP(=O)(O)OP(=O)(O)O)OC[C@@H]1[C@H]([C@H]([C@@H](O1)N1C(=O)NC(=S)C=C1)O)O 4-thiouridine 5'-triphosphate